C1(=CC=CC=2C3=CC=CC=C3NC12)C1=CC=C(C=C1)C1(C(=CC=CC1)C1=CC=CC=C1)C1=CC=C(C=C1)C1=CC=CC=2C3=CC=CC=C3NC12 2,2-bis(4-carbazolylphenyl)-1,1-biphenyl